4-((3-(4-methoxy-phenyl)imidazo[1,2-a]pyrazin-8-yl)amino)-2-methyl-N-(2-(methylamino)-2-oxoethyl)benzamide COC1=CC=C(C=C1)C1=CN=C2N1C=CN=C2NC2=CC(=C(C(=O)NCC(=O)NC)C=C2)C